tert-butyl ({(3S)-1-[3-(benzenesulfonyl)-6-[(2-bromo-1,3-thiazole-4-carbonyl)amino]-2-(trifluoromethyl)phenyl]piperidin-3-yl}methyl)carbamate C1(=CC=CC=C1)S(=O)(=O)C=1C(=C(C(=CC1)NC(=O)C=1N=C(SC1)Br)N1C[C@@H](CCC1)CNC(OC(C)(C)C)=O)C(F)(F)F